NC=1N=C(C=2N(C1C1=C(C(=CC=C1)Cl)Cl)N=CN2)N2CCC1([C@@H]([C@@H](OC1)C)N)CC2 (3S,4S)-8-[6-amino-5-(2,3-dichlorophenyl)-[1,2,4]triazolo[1,5-a]pyrazin-8-yl]-3-methyl-2-oxa-8-azaspiro[4.5]decan-4-amine